Diaminoresorcinol NC1=CC(=C(C=C1O)O)N